NC1=CC=C2C=3C=CC(=CC3C(C2=C1)=O)NC(C(C)(C)C)=O N-(7-amino-9-oxo-9H-fluoren-2-yl)pivaloamide